C(C)(C)OCCNCCNC(OCC1=CC=CC=C1)=O benzyl N-{2-[(2-isopropoxyethyl)amino]ethyl}carbamate